COC(CC(=O)C1CN(C1)C(=O)[O-])=O 3-(3-methoxy-3-oxopropanoyl)azetidine-1-carboxylate